acetic acid normal propyl ester C(CC)OC(C)=O